C1(CC1)NC(C1=C(C=C(C=C1OC)C1=CN=C2N1C=CC(=C2)OCCN2[C@@H](COCC2)C)OC(F)F)=O N-cyclopropyl-2-(difluoromethoxy)-6-methoxy-4-[7-[2-[(3R)-3-methylmorpholin-4-yl]ethoxy]imidazo[1,2-a]pyridin-3-yl]benzamide